sulfosuccinimidyloxycarbonyloxyethylsulfone S(=O)(=O)(O)C(CS(=O)(=O)CC(S(=O)(=O)O)OC(=O)ON1C(CCC1=O)=O)OC(=O)ON1C(CCC1=O)=O